2-[(2E)-2-(aminomethyl)-3-fluoroprop-2-en-1-yl]-4-[6-(2,1,3-benzoxadiazol-5-yl)-4-methylpyridin-3-yl]-2,4-dihydro-3H-1,2,4-triazol-3-one NC/C(/CN1N=CN(C1=O)C=1C=NC(=CC1C)C1=CC=2C(=NON2)C=C1)=C\F